CC(C)(C#CC#CC(C)(OOC(C)(C)C)C)OOC(C)(C)C 2,7-dimethyl-2,7-bis(t-butylperoxy)-3,5-octadiyne